2-(Dimethylamino)Ethyl Acrylate C(C=C)(=O)OCCN(C)C